C1=C(C2=C(N=CN=C2N1[C@H]3[C@@H]([C@@H]([C@H](O3)CO)O)O)N)C#N The molecule is an N-glycosylpyrrolopyrimidine that is tubercidin in which the hydrogen at position 5 of the pyrrolopyrimidine moiety has been replaced by a cyano group. It has a role as an antimetabolite, an antineoplastic agent, a bacterial metabolite and an apoptosis inducer. It is a N-glycosylpyrrolopyrimidine, a nitrile, a ribonucleoside and an antibiotic antifungal agent.